C(C1=CC=CC=C1)N1CCNC2(CC2C=O)C1 7-benzyl-1-formyl-4,7-diazaspiro[2.5]octane